benzylamino-17-cyclopropylmethyl-3,14-dihydroxy-4,5a-epoxy-morphinan C(C1=CC=CC=C1)NC1=CC(=C2C=3[C@@]45[C@H](CCC[C@]4([C@@H](CC13)N(CC5)CC5CC5)O)O2)O